The molecule is a lignan that is 2,3-dimethylbutane substituted by 2-methoxyphenol groups at positions 1 and 4 respectively. It has been isolated from the bark of Machilus robusta. It has a role as a plant metabolite. It is a lignan and a member of guaiacols. C[C@H](CC1=CC(=C(C=C1)O)OC)[C@@H](C)CC2=CC(=C(C=C2)O)OC